2-(4-fluorophenyl)tetrahydro-2H-pyran-4-ol FC1=CC=C(C=C1)C1OCCC(C1)O